(R)-2-((4-fluorophenyl)amino)-2-oxo-1-phenylethyl 3-amino-6-(1-(1-(2,2-dimethyl-4-oxo-3,8,11-trioxa-5-azatridecan-13-oyl)piperidin-4-yl)-1H-pyrazol-4-yl)pyrazine-2-carboxylate NC=1C(=NC(=CN1)C=1C=NN(C1)C1CCN(CC1)C(COCCOCCNC(OC(C)(C)C)=O)=O)C(=O)O[C@@H](C(=O)NC1=CC=C(C=C1)F)C1=CC=CC=C1